ClCCN(C(=O)NC1C(NC(CC1)=O)=O)N=O 1-(2-chloroethyl)-3-(2,6-dioxo-3-piperidinyl)-1-nitrosourea